5-chloro-2-(difluoromethyl)-N-((1r,4r)-4-((3-(2-methylpyridin-4-yl)-2-oxo-2,3-dihydro-1H-benzo[d]imidazol-1-yl)methyl)cyclohexyl)nicotinamide ClC=1C=NC(=C(C(=O)NC2CCC(CC2)CN2C(N(C3=C2C=CC=C3)C3=CC(=NC=C3)C)=O)C1)C(F)F